C(=C)SC1=CC=CC=C1 vinylphenylsulfid